NN1C(=NC(=C1C(=O)N)C1=CC=C(C=C1)C(NC1=NC=CC(=C1)OC)=O)[C@H]1N(CCC1)C(\C=C\C)=O (S,E)-1-amino-2-(1-(but-2-enoyl)pyrrolidin-2-yl)-4-(4-((4-methoxypyridin-2-yl)carbamoyl)phenyl)-1H-imidazole-5-carboxamide